1-(cyanomethyl)-1H-indazole C(#N)CN1N=CC2=CC=CC=C12